cyclopropyl-2-methyl-4-((1-(2-methyl-3-(trifluoromethyl)phenyl)ethyl)amino)-2,6-dihydropyrido[3,4-d]pyridazine-1,7-dione C1(CC1)C=1NC(C=C2C1C(=NN(C2=O)C)NC(C)C2=C(C(=CC=C2)C(F)(F)F)C)=O